[6-(5-cyclopropyl-4H-1,2,4-triazol-3-yl)-2-azaspiro[3.3]heptan-2-yl]-[3-[[4-fluoro-2-(trifluoromethyl)phenyl]methylamino]azetidin-1-yl]methanone C1(CC1)C=1NC(=NN1)C1CC2(CN(C2)C(=O)N2CC(C2)NCC2=C(C=C(C=C2)F)C(F)(F)F)C1